Methyl-6-(1-acetyl-7-fluoro-1H-indol-6-yl)-4-amino-3-chloro-5-fluoropyridine-2-carboxylat COC(=O)C1=NC(=C(C(=C1Cl)N)F)C1=CC=C2C=CN(C2=C1F)C(C)=O